(1R,4R)-N-((R)-4-(5-(5-fluoro-2-methoxypyridin-4-yl)-1H-pyrazole-3-carbonyl)-4-azaspiro[2.5]oct-7-yl)-4-hydroxy-4-(trifluoromethyl)cyclohexane-1-carboxamide FC=1C(=CC(=NC1)OC)C1=CC(=NN1)C(=O)N1C2(CC2)C[C@@H](CC1)NC(=O)C1CCC(CC1)(C(F)(F)F)O